C(CCCCCCCCCCCCCCCCCCCCC)S(=O)(=O)[O-].[K+] potassium behenyl-sulfonate